C1(CCC1)OC=1C(=CC=2C(N1)=NN(C2)C21COC(C2)(C1)C)C(=O)O 6-Cyclobutoxy-2-(1-methyl-2-oxabicyclo[2.1.1]hex-4-yl)-2H-pyrazolo[3,4-b]pyridine-5-carboxylic acid